NC1=NC=NN2C1=C(C=C2C=2C=NC=NC2)N2CC(CCC2)C=2C(=C(SC2C(F)F)C(=O)N)N2CC1(COC1)C2 (1-(4-amino-7-(pyrimidin-5-yl)pyrrolo[2,1-f][1,2,4]triazin-5-yl)piperidin-3-yl)-5-(difluoromethyl)-3-(2-oxa-6-azaspiro[3.3]heptan-6-yl)thiophene-2-carboxamide